3-(decyldimethylamino)propanesulfonic acid C(CCCCCCCCC)CN(CCCS(=O)(=O)O)C